2-(Azetidin-3-yloxy)-5-bromo-pyridine Hydrochloride Cl.N1CC(C1)OC1=NC=C(C=C1)Br